6-chloro-3-(((R)-1-(3,6-dimethyl-2-((S)-3-((5-methylpyrazin-2-yl)oxy)pyrrolidin-1-yl)-4-oxo-3,4-dihydroquinazolin-8-yl)ethyl)amino)-N-(methylsulfonyl)picolinamide ClC1=CC=C(C(=N1)C(=O)NS(=O)(=O)C)N[C@H](C)C=1C=C(C=C2C(N(C(=NC12)N1C[C@H](CC1)OC1=NC=C(N=C1)C)C)=O)C